tert-butyl 4-[4-[3-methyl-4-(1-methylbenzotriazol-5-yl)oxy-anilino]pyrimido[5,4-d]pyrimidin-6-yl]piperazine-1-carboxylate CC=1C=C(NC=2C3=C(N=CN2)C=NC(=N3)N3CCN(CC3)C(=O)OC(C)(C)C)C=CC1OC1=CC3=C(N(N=N3)C)C=C1